C(C)C=1C=C2C(N=C(NC2=C(C1)OC)C)=O 6-ethyl-8-methoxy-2-methylquinazolin-4(1H)-one